N1=CC=C(C=C1)N1CCC(CC1)C(=O)[O-] 1-(pyridin-4-yl)piperidine-4-carboxylate